5'-(4-amino-2,6-dichlorophenoxy)spiro[cyclopropane-1,3'-indolin]-2'-one NC1=CC(=C(OC=2C=C3C4(C(NC3=CC2)=O)CC4)C(=C1)Cl)Cl